6-oxo-1,6-dihydropyrazine O=C1C=NC=CN1